N[C@@]1(COCC1)C=1C=CC(=NC1)C(=O)OCC |r| (±)-Ethyl 5-(3-aminotetrahydrofuran-3-yl)pyridine-2-carboxylate